diethyl (2,2-dimethylpropylidene)malonate CC(C=C(C(=O)OCC)C(=O)OCC)(C)C